2-(4,6-dimethyl-5-((2'-oxospiro[cyclopropane-1,3'-indolin]-5'-yl)methyl)pyridin-2-yl)-3,5-dioxo-2,3,4,5-tetrahydro-1,2,4-triazine-6-carbonitrile CC1=CC(=NC(=C1CC=1C=C2C3(C(NC2=CC1)=O)CC3)C)N3N=C(C(NC3=O)=O)C#N